(E)-N'-(2-fluoro-6-hydroxybenzylidene)-4-hydroxy-3-methylbenzofuran-2-carbohydrazide FC1=C(\C=N\NC(=O)C=2OC3=C(C2C)C(=CC=C3)O)C(=CC=C1)O